1,1'-bis(di-t-butylphosphino)-ferrocene C(C)(C)(C)P([C-]1C=CC=C1)C(C)(C)C.[C-]1(C=CC=C1)P(C(C)(C)C)C(C)(C)C.[Fe+2]